2-chloro-N-(2,3-dihydro-1H-inden-4-yl)acetamide ClCC(=O)NC1=C2CCCC2=CC=C1